C1CC12CN(CC2)C2=C(N=NC(=C2)C=2C(NC(NC2)=O)=O)C#N 4-(5-azaspiro[2.4]heptan-5-yl)-6-(2,4-dioxo-1H-pyrimidin-5-yl)pyridazine-3-carbonitrile